2,2'-(1,4-Phenylenebis(dimethylsilanediyl))bis(2-phenylethan-1-ol) C1(=CC=C(C=C1)[Si](C)(C)C(CO)C1=CC=CC=C1)[Si](C)(C)C(CO)C1=CC=CC=C1